P(OC)([O-])N O-methyl phosphoramidite